2-(2-hydroxyphenyl)acetic acid OC1=C(C=CC=C1)CC(=O)O